Br.BrCC(=O)C=1C=NC=CC1 2-bromo-1-(pyridin-3-yl)ethan-1-one HBr salt